BrC1=C(NCCCNC(OC(C)(C)C)=O)C(=CC=C1)[N+](=O)[O-] tert-butyl N-[3-(2-bromo-6-nitro-anilino)propyl]carbamate